C1(CC1)C1=NC(=CC(=C1)C1=NC(=C(C(=C1)N(C)CC(COC)(C)C)[N+](=O)[O-])N)C(F)(F)F 2'-Cyclopropyl-N4-(3-methoxy-2,2-dimethylpropyl)-N4-methyl-5-nitro-6'-(trifluoromethyl)[2,4'-bipyridin]-4,6-diamine